3-(4-(trifluoromethyl)thiazol-2-yl)cyclopent-2-en-1-one tert-butyl-2-[(3,3-dimethylbutylidene)amino]acetate C(C)(C)(C)OC(CN=CCC(C)(C)C)=O.FC(C=1N=C(SC1)C1=CC(CC1)=O)(F)F